N-(3-(aminomethyl)cyclobutyl)-4-(tert-amyl)aniline NCC1CC(C1)NC1=CC=C(C=C1)C(C)(C)CC